(2-phenylbutyrylamino)-N3-(4-chlorobenzyl)-4-methylthiophene-3,5-dicarboxamide C1(=CC=CC=C1)C(C(=O)NC=1SC(=C(C1C(=O)NCC1=CC=C(C=C1)Cl)C)C(=O)N)CC